Cl.Cl.NCCCCCC1=C(C=C(C=C1F)F)C1=CC(=CC=C1)CC1NCCC1NS(=O)(=O)CC N-(2-((2'-(5-aminopentyl)-3',5'-difluoro-[1,1'-biphenyl]-3-yl)methyl)pyrrolidin-3-yl)ethanesulfonamide dihydrochloride